BrC=1C=C(C=CC1F)CCC(=O)O 3-(3-Bromo-4-fluorophenyl)propionic acid